BrC1=CC=C(OC(C)N(C)C)C=C1 (4-bromophenoxy)-N,N-dimethylethylamine